7-(Difluoromethyl)-7'-((R)-3-hydroxypyrrolidin-1-yl)-1',3'-dimethyl-6-(1-methyl-1H-pyrazol-4-yl)-3,3',4,4'-tetrahydro-2H-[1,5'-biquinolin]-2'(1'H)-one FC(C1=C(C=C2CCCN(C2=C1)C=1C=2CC(C(N(C2C=C(C1)N1C[C@@H](CC1)O)C)=O)C)C=1C=NN(C1)C)F